1,2,3,4-tetrachloro-11H-isoindolo[2,1-a]benzimidazol-11-one ClC1=C2C(N3C(=NC4=C3C=CC=C4)C2=C(C(=C1Cl)Cl)Cl)=O